ClC=1C=C(C(=O)C=2N3C=CC=C3C=CC2)C=CC1 5-(3-chlorobenzoyl)indolizine